C(CC(=O)O)(=O)O.C(CC(=O)O)(=O)O.B(O)(O)O boric acid bismalonate